ClC1=C(C(=O)N2CCN(CC2)C(=O)C2CCN(CC2)C(=O)OC(C)(C)C)C=CC(=C1)NC(=O)C=1N(C(=CN1)C=1C(=NNC1)C(F)(F)F)C tert-Butyl 4-(4-(2-chloro-4-(1-methyl-5-(3-(trifluoromethyl)-1H-pyrazol-4-yl)-1H-imidazole-2-carboxamido)benzoyl)piperazine-1-carbonyl)piperidine-1-carboxylate